Perfluoro-5-butyltetrahydrofuran FC1(OC(C(C1(F)F)(F)F)(C(C(C(C(F)(F)F)(F)F)(F)F)(F)F)F)F